ClC=1C(=NC(=NC1)N1C[C@H](N(CC1)C)C)N1CC(C1)C(=O)NC(C)(C)C1=CN=C2N1C=CC=C2 1-{5-chloro-2-[(3R)-3,4-dimethylpiperazin-1-yl]pyrimidin-4-yl}-N-(2-{imidazo[1,2-a]pyridin-3-yl}propan-2-yl)azetidine-3-carboxamide